OCC(C)(C)NS(=O)(=O)C1=CC(=CC=C1)C(=O)N1CC2(C3=CC(=CC=C13)NS(=O)(=O)C)CCC1(CC2)CC1 N-(1-hydroxy-2-methylpropan-2-yl)-3-(5''-(methylsulfonamido)dispiro[cyclopropane-1,1'-cyclohexane-4',3''-indoline]-1''-carbonyl)benzenesulfonamide